Cl.C(C)OC=1C(C(C1N1CCNCC1)=O)=O 3-ethoxy-4-piperazin-1-yl-cyclobut-3-ene-1,2-dione hydrochloride salt